C(C=C)(=O)OCCC1=[N+](C=CC=C1)CCCCCCCCCCCC acryloyloxyethyldodecylpyridinium